N[C@@H]1[C@@H](CN(CC1)C1=NC=2CN3[C@@H](CN(C[C@@H]3C2C=C1)C1=C2C=CC(=NC2=C(C=C1)C#N)[2H])C)OC 5-[(2S,6R)-11-[(3R,4S)-4-amino-3-methoxy-1-piperidyl]-6-methyl-4,7,10-triazatricyclo[7.4.0.02,7]trideca-1(9),10,12-trien-4-yl]-2-deuterio-quinoline-8-carbonitrile